3-((6-acetamido-5-methylpyridin-3-yl)ethynyl)-4-methyl-N-(4-((4-methylpiperazin-1-yl)methyl)-3-(trifluoromethyl)phenyl)benzamide C(C)(=O)NC1=C(C=C(C=N1)C#CC=1C=C(C(=O)NC2=CC(=C(C=C2)CN2CCN(CC2)C)C(F)(F)F)C=CC1C)C